4-cyclopropyl-N-((S)-1-((1r,4S)-4-fluorocyclohexyl)-2-oxo-2-((4-(((S)-2-oxo-4-(trifluoromethyl)imidazolidin-1-yl)methyl)pyridin-2-yl)amino)ethyl)-1,2,5-oxadiazole-3-carboxamide C1(CC1)C=1C(=NON1)C(=O)N[C@H](C(NC1=NC=CC(=C1)CN1C(N[C@@H](C1)C(F)(F)F)=O)=O)C1CCC(CC1)F